p-hydroxyethoxysilyl-2,6-bis(trichloromethyl)-s-triazine OCCO[SiH2]C1=NC(=NC(=N1)C(Cl)(Cl)Cl)C(Cl)(Cl)Cl